OC=1C=C(C2=C(C=CC=C2C1)C#C[Si](C(C)C)(C(C)C)C(C)C)B(O)O (3-hydroxy-8-((triisopropylsilyl)ethynyl)naphthalen-1-yl)boronic acid